CC=1C(=C(C=C(C1)C(F)(F)F)O)C1=CC2=C(N=N1)N(CC2)[C@H]2CN(CCC2)C (R)-3-methyl-2-(7-(1-methylpiperidin-3-yl)-6,7-dihydro-5H-pyrrolo[2,3-c]pyridazin-3-yl)-5-(trifluoromethyl)phenol